NC1=NC=2N(C(C=NC2C(=N1)C=1OC(=CC1)C)=O)CCN1CCN(CC1)C1=CC(=CC=C1)F amino-8-(2-(4-(3-fluorophenyl)piperazin-1-yl)ethyl)-4-(5-methylfuran-2-Yl)pteridin-7(8H)-one